(E)-2-styrylpyridine C(=C\C1=CC=CC=C1)/C1=NC=CC=C1